3-(3-(difluoromethyl)-4-fluorophenyl)-7,7-difluoro-1-(trifluoromethyl)-6,7-dihydroindolizin-8(5H)-one FC(C=1C=C(C=CC1F)C1=CC(=C2C(C(CCN12)(F)F)=O)C(F)(F)F)F